N1(CCC1)C[C@@H](C(=O)NC(C)(C)C1=CC=C(C=C1)Cl)C (S)-3-(azetidin-1-yl)-N-(2-(4-chlorophenyl)propan-2-yl)-2-methylpropanamide